C1(CC1)C1=NOC(=N1)C=1C(=NC(=NC1)NC1=CC2=C(C(C(O2)(C)C)=O)C=C1)N[C@H](CO)C1=CC=CC=C1 (S)-6-(5-(3-cyclopropyl-1,2,4-oxadiazol-5-yl)-4-(2-hydroxy-1-phenylethylamino)pyrimidin-2-ylamino)-2,2-dimethylbenzofuran-3(2H)-one